trifluoromethanesulfonic acid [6-[2,3-difluoro-4-[4-(4-propylcyclohexyl) cyclohex-1-enyl] phenyl]-2-fluoro-3-(trifluoromethyl) phenyl] ester FC1=C(C=CC(=C1F)C1=CCC(CC1)C1CCC(CC1)CCC)C1=CC=C(C(=C1OS(=O)(=O)C(F)(F)F)F)C(F)(F)F